tert-butyl 3-(hydroxymethyl)piperazin-1-carboxylate OCC1CN(CCN1)C(=O)OC(C)(C)C